N-(2-(3-(Dimethylamino)propoxy)-5-(3'-methyl-2'-oxo-2',3'-dihydrospiro[cyclobutane-1,1'-pyrrolo[2,3-c]quinolin]-8'-yl)pyridin-3-yl)-3-methylisothiazole-5-sulfonamide hydrochloride Cl.CN(CCCOC1=NC=C(C=C1NS(=O)(=O)C1=CC(=NS1)C)C1=CC=2C3=C(C=NC2C=C1)N(C(C31CCC1)=O)C)C